N1(C(C1)C(=O)OC)C(=O)OC(C)(C)C O1-tert-butyl O2-methyl aziridine-1,2-dicarboxylate